pyrazolo[1,5-a]Pyrrole N1C=CC=2N1C=CC2